ethyl (E)-4-(2-chloro-6-(trifluoromethyl)pyridin-3-yl)-2-oxobut-3-enoate ClC1=NC(=CC=C1/C=C/C(C(=O)OCC)=O)C(F)(F)F